C(CCCC=CC=C)O 5,7-octadienol